dihydroxyoxoammonium O[N+](=O)O